1-(3,5-bis(trifluoromethyl)phenyl)-N-(2-chloro-4,6-dimethylphenyl)-1-(5,6-dihydropyrimidin-1(4H)-yl)methanimine FC(C=1C=C(C=C(C1)C(F)(F)F)C(=NC1=C(C=C(C=C1C)C)Cl)N1C=NCCC1)(F)F